tert-butyl (1-((3-bromophenyl)sulfonyl)-piperidin-4-yl)carbamate BrC=1C=C(C=CC1)S(=O)(=O)N1CCC(CC1)NC(OC(C)(C)C)=O